CN(C)CC1(CC1)COC=1N=C(C2=C(N1)CN(C2)C(=O)C2=CC(=CC1=CC=CC(=C21)I)O)N2C[C@H](CCC2)CO (S)-(2-((1-((dimethylamino)methyl)cyclopropyl)methoxy)-4-(3-(hydroxymethyl)piperidin-1-yl)-5,7-dihydro-6H-pyrrolo[3,4-d]pyrimidin-6-yl)(3-hydroxy-8-iodonaphthalen-1-yl)methanone